C1(CC1)CNC(=N)C1=C(C=CC=C1)C=1C=COC1 4-[(N-cyclopropylmethylguanyl)phenyl]furan